N-(3-(1H-imidazol-1-yl)propyl)-1-phenyl-1H-pyrazole-4-carboxamide N1(C=NC=C1)CCCNC(=O)C=1C=NN(C1)C1=CC=CC=C1